(4-chlorophenyl)-N-(piperidin-3-yl)-2-(pyridin-3-yl)pyrimidin-4-amine ClC1=CC=C(C=C1)C=1C(=NC(=NC1)C=1C=NC=CC1)NC1CNCCC1